(E)-3-(4-Hydroxyphenyl)-1-[4-(2-morpholin-4-yl-2-oxoethoxy)phenyl]prop-2-en-1-one OC1=CC=C(C=C1)/C=C/C(=O)C1=CC=C(C=C1)OCC(=O)N1CCOCC1